N-(5-bromo-4-fluoro-2-((3S,5R)-3,4,5-trimethylpiperazin-1-yl)phenyl)-4-(trifluoromethyl)-6-(2-(trimethylsilyl)ethoxy)nicotinamide sodium [Na].BrC=1C(=CC(=C(C1)NC(C1=CN=C(C=C1C(F)(F)F)OCC[Si](C)(C)C)=O)N1C[C@@H](N([C@@H](C1)C)C)C)F